ethyl (1S,2S)-2-[(methoxycarbonyl)amino]cyclopropane-1-carboxylate COC(=O)N[C@@H]1[C@H](C1)C(=O)OCC